N1=C(C=CC(=C1)C(=O)Cl)C(=O)Cl pyridine-2,5-dicarboxylic acid dichloride